FC(C1=CC=CC(=N1)S(=O)(=O)C1=CC=C(C=C1)CNC(=O)C=1C=NC=2N(C1)C=CN2)(F)F N-({4-[6-(trifluoromethyl)pyridine-2-sulfonyl]phenyl}methyl)imidazo[1,2-a]pyrimidine-6-carboxamide